C(CC(C(=O)[O-])C(C)(C1=CC(=C(C=C1)O)C(C)(C)C)C1=CC(=C(C=C1)O)C(C)(C)C)C(C(=O)[O-])C(C)(C1=CC(=C(C=C1)O)C(C)(C)C)C1=CC(=C(C=C1)O)C(C)(C)C ethylenebis[3,3-bis(3-tert-butyl-4-hydroxyphenyl) butyrate]